C(C)(C)(C)OC(=O)N1C[C@H]([C@@H](C1)O)CBr.C(C=C)SCC(=O)C1=C(C=CC=C1F)F 2-allylthio-1-(2,6-difluorophenyl)ethan-1-one tert-butyl-(3R,4S)-3-(bromomethyl)-4-hydroxypyrrolidine-1-carboxylate